2-[4-[(tert-butyldiphenylsilyl)oxy]butoxy]-4-[[2-[(tert-butyldiphenylsilyl)oxy]ethyl](methyl)amino]benzaldehyde [Si](C1=CC=CC=C1)(C1=CC=CC=C1)(C(C)(C)C)OCCCCOC1=C(C=O)C=CC(=C1)N(C)CCO[Si](C1=CC=CC=C1)(C1=CC=CC=C1)C(C)(C)C